5-methylthiophen CC1=CC=CS1